5-hydroxymethyl-N-(6-(4-methylbenzenesulfonyl)benzo[d]thiazol-2-yl)furan-2-carboxamide sodium (Z)-1-(N,N-diethylamino)-diazen-1-ium-1,2-diolate C(C)N(CC)/[N+](=N/[O-])/[O-].[Na+].OCC1=CC=C(O1)C(=O)NC=1SC2=C(N1)C=CC(=C2)S(=O)(=O)C2=CC=C(C=C2)C